N1C=C(C=2C1=NC=CC2)C=2SC=C(N2)C=2C=C(C=CC2)[C@@]2(C[C@@](C=1C2=NC=CC1)(O)C)O (5S,7R)-7-(3-(2-(1H-Pyrrolo[2,3-b]pyridin-3-yl)thiazol-4-yl)phenyl)-5-methyl-6,7-dihydro-5H-cyclopenta[b]pyridine-5,7-diol